Ethyl 1-((3,3-difluoro-1-methylcyclobutyl)methyl)-3-(spiro[2.2]pentan-1-yl)-4-(trifluoromethyl)-1H-pyrazole-5-carboxylate FC1(CC(C1)(C)CN1N=C(C(=C1C(=O)OCC)C(F)(F)F)C1CC12CC2)F